(5-(2,6-Dimethylpiperidin-4-yl)-1-oxoisoindolin-2-yl)piperidine-2,6-dione hydrochloride Cl.CC1NC(CC(C1)C=1C=C2CN(C(C2=CC1)=O)N1C(CCCC1=O)=O)C